COC1=CC=C(C=C1)C(CBr)=O p-methoxybromoacetophenone